CC1(OC2=CC=CC=C2[C@H](C1)NC(=O)C=1C=C(C=C(C1)F)C(CCOC)N1C(NC(CC1=O)(C)C)=[NH2+])C [1-[1-[3-[[(4S)-2,2-dimethylchroman-4-yl]carbamoyl]-5-fluoro-phenyl]-3-methoxy-propyl]-4,4-dimethyl-6-oxo-hexahydropyrimidin-2-ylidene]ammonium